COC=1C(=NC(=CN1)C1=CN=CN1C)C(=O)OC Methyl 3-methoxy-6-(1-methyl-1H-imidazol-5-yl)pyrazine-2-carboxylate